FC1=CC(=CC=2NC(=NC21)N2C[C@H]([C@@H](CC2)F)NC(OC(C)(C)C)=O)F tert-butyl ((3R,4R)-1-(4,6-difluoro-1H-benzo[d]imidazol-2-yl)-4-fluoropiperidin-3-yl)carbamate